C(C)C1(OCCC2=C1NC1=C(C=CC=C21)CC)CC=2N(C(NN2)=S)C 5-[(1,8-Diethyl-1,3,4,9-tetrahydropyrano[3,4-b]indole-1-yl)methyl]-4-methyl-2,4-dihydro-3H-1,2,4-triazole-3-thione